diethoxymethyl trifluoromethanesulfonate FC(S(=O)(=O)OC(OCC)OCC)(F)F